C(C)OC1=CC=C(C=N1)C1=NC=CC(=N1)C(=O)N/N=C/C=1C(=NC=C(C1)OC)F (E)-2-(6-ethoxypyridin-3-yl)-N'-((2-fluoro-5-methoxypyridin-3-yl)methylene)pyrimidine-4-carbohydrazide